(3-fluoro-2-(4-methylpiperazin-1-yl)phenyl)-4-hydroxy-1-isobutyl-2-oxo-1,2-dihydroquinoline-3-carboxamide formate salt C(=O)O.FC=1C(=C(C=CC1)C1=C2C(=C(C(N(C2=CC=C1)CC(C)C)=O)C(=O)N)O)N1CCN(CC1)C